BrC=1C=C2N(N=CC(=C2Cl)C(=NC2=CC=C(C=C2)O[Si](C)(C)C(C)(C)C)N)C1 6-bromo-N'-[4-[tert-butyl(dimethyl)silyl]oxyphenyl]-4-chloro-pyrrolo[1,2-b]pyridazine-3-carboxamidine